(R)-5-(2-((1-cyclopropylethyl)amino)-7H-pyrrolo[2,3-d]pyrimidin-5-yl)-N-((3,3-difluorocyclobutyl)methyl)pyrazolo[1,5-a]pyridine-3-carboxamide C1(CC1)[C@@H](C)NC=1N=CC2=C(N1)NC=C2C2=CC=1N(C=C2)N=CC1C(=O)NCC1CC(C1)(F)F